((3-(4-butylphenoxy)-1,2,4-oxadiazol-5-yl)methyl)acrylic acid C(CCC)C1=CC=C(OC2=NOC(=N2)CC(C(=O)O)=C)C=C1